4-((4-(3-(3,5-dimethyl-1-(3-methyl-[1,2,4]triazolo[4,3-b]pyridazin-6-yl)-1H-pyrazol-4-yl)propanoyl)piperazin-1-yl)methyl)pyridin-2(1H)-one CC1=NN(C(=C1CCC(=O)N1CCN(CC1)CC1=CC(NC=C1)=O)C)C=1C=CC=2N(N1)C(=NN2)C